FC(C(=O)O)(F)F.O1N[C@@H](CC1)C=1C=C(C=NC1)C#N 5-[(3S)-1,2-oxazolidin-3-yl]pyridine-3-carbonitrile trifluoroacetic acid salt